C(C1=CC=CC=C1)N1CCC(CC1)CO N-benzyl-piperidine-4-methanol